3,4-diamino-4'-carboxybenzophenone NC=1C=C(C(=O)C2=CC=C(C=C2)C(=O)O)C=CC1N